4-Bromo-1-(2,2-difluoroethyl)-5-(trifluoromethyl)-1H-pyrazol-3-amine BrC=1C(=NN(C1C(F)(F)F)CC(F)F)N